N-(4-(3-((2-(3-oxa-8-azabicyclo[3.2.1]octan-8-yl)ethyl)amino)-6-(pyrazolo[1,5-a]pyrimidin-3-yl)-1H-pyrazolo[4,3-c]pyridin-1-yl)-3-methoxyphenyl)methanesulfonamide C12COCC(CC1)N2CCNC2=NN(C1=C2C=NC(=C1)C=1C=NN2C1N=CC=C2)C2=C(C=C(C=C2)NS(=O)(=O)C)OC